(1R,2S,5S)-3-[(2S)-2-amino-3,3-dimethyl-butanoyl]-N-[(1S)-1-cyano-2-[(3S)-2-oxopyrrolidin-3-yl]ethyl]-6,6-dimethyl-3-azabicyclo[3.1.0]hexane-2-carboxamide N[C@H](C(=O)N1[C@@H]([C@H]2C([C@H]2C1)(C)C)C(=O)N[C@@H](C[C@H]1C(NCC1)=O)C#N)C(C)(C)C